4'-aminopropoxyuridine NCCCO[C@]1([C@H]([C@H]([C@@H](O1)N1C(=O)NC(=O)C=C1)O)O)CO